C(C)(C)(C)OC(=O)N1C(C2=CC=CC=C2CC1)O hydroxy-3,4-dihydroisoquinoline-2(1H)-carboxylic acid tert-butyl ester